C(=C)C1=CC=C(CC(CC=2N=NNN2)CCC=2N=NNN2)C=C1 2-(4-vinylbenzyl)-5,5'-tetramethylenebis(2H-tetrazole)